6,7-dimethoxy-N-(4-((4-methylpiperazin-1-yl)methyl)phenyl)quinolin-4-amine COC=1C=C2C(=CC=NC2=CC1OC)NC1=CC=C(C=C1)CN1CCN(CC1)C